5-(6-(4-(4-(2,2-difluoroethyl)piperazin-1-yl)phenyl)-7H-pyrrolo[2,3-d]pyrimidin-4-yl)-2-(piperidin-4-yloxy)benzonitrile FC(CN1CCN(CC1)C1=CC=C(C=C1)C1=CC2=C(N=CN=C2C=2C=CC(=C(C#N)C2)OC2CCNCC2)N1)F